C[C@H]1CC[C@]2([C@H]([C@]1(C)CCC(C)(C=C)O)CCC=C2C)C The molecule is a member of the class of octahydronaphthalenes that is 1,2,3,4,4a,7,8,8a-octahydronaphthalene which is substituted at position 1 by a 3-hydroxy-3-methylpent-1-en-5-yl group and a methyl group, and by further methyl groups at positions 2, 4, and 5 (the 1R,2S,4aS,8aS stereoisomer; the stereochemistry at the tertiary alcohol was not determined). It is a diterpenoid, a member of octahydronaphthalenes and a tertiary allylic alcohol.